Thioacetat C(C)(=S)[O-]